O1CC(C1)C1=CC(=NO1)C(=O)NC1C[C@H]2CC[C@@H](C1)N2S(=O)(=O)N2[C@H]1CC(C[C@@H]2CC1)NC(OCC1=CC=CC=C1)=O Benzyl ((1R,3R,5S)-8-(((1R,3R,5S)-3-(5-(oxetan-3-yl)isoxazole-3-carboxamido)-8-azabicyclo[3.2.1]octan-8-yl)sulfonyl)-8-azabicyclo[3.2.1]octan-3-yl)carbamate